ClC1=C(N=C(NC1=O)C1=CC=NC=C1)C1CCN(CC1)C(C(C)C)=O 5-chloro-4-[1-(2-methylpropionyl)-4-piperidinyl]-2-(4-pyridinyl)-1H-pyrimidin-6-one